Methyl benzimidate C(C1=CC=CC=C1)(OC)=N